FC=1C=C2C=3C(=C(NC3C1)C1=C(C=C(C=C1)CNC)OC)CCNC2=O 8-fluoro-2-{2-methoxy-4-[(methylamino)methyl]phenyl}-1,3,4,5-tetrahydro-6H-azepino[5,4,3-cd]indol-6-one